(S)-N-benzylazepan-4-amine C(C1=CC=CC=C1)N[C@@H]1CCNCCC1